2,7-Bis(9,9-spirobifluoren-2-yl)-9,9-spirobifluorene C1=C(C=CC=2C3=CC=CC=C3C3(C12)C1=CC=CC=C1C=1C=CC=CC13)C1=CC=3C2(C4=CC(=CC=C4C3C=C1)C1=CC=3C4(C5=CC=CC=C5C3C=C1)C1=CC=CC=C1C=1C=CC=CC14)C1=CC=CC=C1C=1C=CC=CC12